ClC=1N=C(SC1N)C1=NN(C=C1)C 4-chloro-2-(1-methyl-1H-pyrazol-3-yl)thiazol-5-amine